BrC1=NN=C(S1)NC(CSC=1NC(C2=C(N1)N(N=C2)C2CCSCC2)=O)=O N-(5-bromo-1,3,4-thiadiazol-2-yl)-2-((4-oxo-1-(tetrahydro-2H-thiopyran-4-yl)-4,5-dihydro-1H-pyrazolo[3,4-d]pyrimidin-6-yl)thio)acetamide